6-((3-(2-(diallylamino)ethyl)-1H-indol-5-yl)oxy)-6-oxohexanoic acid C(C=C)N(CCC1=CNC2=CC=C(C=C12)OC(CCCCC(=O)O)=O)CC=C